C(CCC)NCCC[Si](OC)(OC)OC N-(n-butyl)-3-aminopropyl-trimethoxysilane